C(C1=CC=CC=C1)OC1=C(C(=O)OCC2=CC=CC=C2)C=CC(=C1)N(C(=O)[C@@H]1NCC1)CC1=NC=C(N=C1)C1CCCCC1 benzyl (R)-2-(benzyloxy)-4-(N-((5-cyclohexylpyrazin-2-yl)methyl)azetidine-2-carboxamido)benzoate